C(C)(C)(CC)C=1C=C(C=C(C1)C(C)(C)CC)C1=CC=CC=C1 3,5-di-tert-amyl-[1,1'-biphenyl]